pivaloylphenyl phosphinate [PH2](OC1=C(C=CC=C1)C(C(C)(C)C)=O)=O